NC=1N=C(N(C1)C)C(=O)NCCC(=O)NC=1C=C(N(C1)C)C(=O)NC=1N=C(N(C1)C)C(=O)NCCC(=O)OC methyl 3-[[4-(4-[3-[(4-amino-1-methylimidazol-2-yl)formamido] propanamido]-1-methylpyrrole-2-amido)-1-methylimidazol-2-yl]formamido]propanoate